3-(6-((4-(3,3-Dimethylbutanoyl)-3-hydroxy-2-methylphenoxy)methyl)pyridazin-3-yl)-2-methoxybenzoic acid CC(CC(=O)C1=C(C(=C(OCC2=CC=C(N=N2)C=2C(=C(C(=O)O)C=CC2)OC)C=C1)C)O)(C)C